1-(5-tert-butylisoxazol-3-yl)-3-(2-fluoro-4-(1-(4-(2-morpholinoethoxy)phenyl)-1H-1,2,3-triazol-4-yl)phenyl)urea C(C)(C)(C)C1=CC(=NO1)NC(=O)NC1=C(C=C(C=C1)C=1N=NN(C1)C1=CC=C(C=C1)OCCN1CCOCC1)F